CS(=O)C1=CC=C(C=C1)C(CC#N)N1N=CC(=C1)C=1C2=C(N=CN1)NC=C2 3-[4-(methylsulfinyl)phenyl]-3-[4-(7H-pyrrolo[2,3-d]pyrimidin-4-yl)-1H-pyrazol-1-yl]propanenitrile